FmocAmmonia C(=O)(OCC1C2=CC=CC=C2C2=CC=CC=C12)N